6-(7-Azabicyclo[2.2.1]heptane-7-yl)-1-oxo-2,3-dihydro-1H-pyrrolo[3,4-c]pyridine-4-carboxylic acid methyl ester COC(=O)C1=NC(=CC2=C1CNC2=O)N2C1CCC2CC1